(S)-N-(6-(4-(1-naphthoyl)piperazin-1-yl)-5-(5-(dimethylamino)naphthalene-1-sulfonamido)-6-oxohexyl)acrylamide C1(=CC=CC2=CC=CC=C12)C(=O)N1CCN(CC1)C([C@H](CCCCNC(C=C)=O)NS(=O)(=O)C1=CC=CC2=C(C=CC=C12)N(C)C)=O